(3S,4S)-tert-butyl 3-((6-(7-cyclopropylimidazo[1,2-a]pyridin-3-yl)pyridin-2-yl)amino)-4-fluoropyrrolidine-1-carboxylate C1(CC1)C1=CC=2N(C=C1)C(=CN2)C2=CC=CC(=N2)N[C@H]2CN(C[C@@H]2F)C(=O)OC(C)(C)C